F[P-](F)(F)(F)(F)F.ClC1=[N+]([C@@H]2[C@@H](N1C)CCCC2)C (3aS,7aS)-2-chloro-1,3-dimethyl-3a,4,5,6,7,7a-hexahydro-1H-benzo[d]imidazol-3-ium hexafluorophosphate